CN1C(N(CC1)C1CC2CN(C1C2)C=2N=NC(=C(N2)NC2=CC=C(C=C2)N2CCNCC2)C(=O)N)=O (6-(3-methyl-2-oxoimidazolin-1-yl)-2-azabicyclo[2.2.1]heptan-2-yl)-5-((4-(piperazin-1-yl)phenyl)amino)-1,2,4-triazine-6-carboxamide